(2S)-N-{(1S)-1-Cyano-2-[4-(3-methyl-2-oxo-2,3-dihydro-1,3-benzoxazol-5-yl)phenyl]ethyl}-1,4-oxazepane-2-carboxamide 2-ethylhexyl-acrylate (2-Ethylhexyl-acrylate) C(C)C(CC(C(=O)O)=C)CCCC.C(C)C(COC(C=C)=O)CCCC.C(#N)[C@H](CC1=CC=C(C=C1)C=1C=CC2=C(N(C(O2)=O)C)C1)NC(=O)[C@H]1OCCCNC1